C(CCCCCCCCCCCCC)(=O)N(C[C@H](O)[C@@H](O)[C@H](O)[C@H](O)CO)C myristoyl-N-methylglucamine